4-(2-(4-Fluoro-3-methylphenyl)-5,6-dihydro-4H-pyrrolo[1,2-b]pyrazol-3-yl)-1H-pyrrolo[2,3-b]pyridine FC1=C(C=C(C=C1)C=1C(=C2N(N1)CCC2)C2=C1C(=NC=C2)NC=C1)C